N-(((3-(dimethylamino)propyl)amino)((4-methylquinazolin-2-yl)amino)methylene)acetamide CN(CCCNC(=NC(C)=O)NC1=NC2=CC=CC=C2C(=N1)C)C